3-mercapto-propanesulfonic acid-(3-sulfopropyl) ester S(=O)(=O)(O)CCCOS(=O)(=O)CCCS